(4S)-4-(3-fluoro-2-methyl-phenyl)-6-methyl-2-thioxo-3,4-dihydro-1H-pyrimidine-5-carboxylic acid ethyl ester C(C)OC(=O)C=1[C@@H](NC(NC1C)=S)C1=C(C(=CC=C1)F)C